(2S)-2-amino-N-[3-(2,6-difluorobenzoyl)-5,6-dihydro-4H-cyclopenta[b]thiophen-2-yl]propanamide N[C@H](C(=O)NC1=C(C2=C(S1)CCC2)C(C2=C(C=CC=C2F)F)=O)C